C(C)C1(CCOCC1)C=CC#N 3-(4-ethyltetrahydro-2H-pyran-4-yl)acrylonitrile